tert-butyl 4-(6-(8-methoxy-2-methylimidazo[1,2-b]pyridazin-6-yl)thieno[3,2-b]pyridin-2-yl)-3,6-dihydropyridine-1(2H)-carboxylate COC=1C=2N(N=C(C1)C=1C=C3C(=NC1)C=C(S3)C=3CCN(CC3)C(=O)OC(C)(C)C)C=C(N2)C